[N+](=O)([O-])C1=NN2C(CNCC2)=C1 2-Nitro-4,5,6,7-tetrahydropyrazolo[1,5-a]pyrazine